NC(CCN(C)C)O 1-amino-3-(dimethylamino)propanol